C(C1=CC=CC=C1)OC1=C(C=C(C(=C1)Br)Cl)C(C)(C)O 2-(2-benzyloxy-4-bromo-5-chloro-phenyl)propan-2-ol